C1(CC1)C1=NN=C(O1)C=1C(=NC=NC1O)O 5-(5-cyclopropyl-1,3,4-oxadiazol-2-yl)pyrimidine-4,6-diol